C(C)(C)(C)C[C@@H](C1=C(C(=CC(=C1)F)Cl)COC1=CC=C(C=C1)OC)N(C(O)=O)CCO.C(C)(C)(C)C1=C(C2=C(C3=CC=CC=C3C(=C2C=C1)C1=CC2=CC=CC=C2C=C1)C1=CC2=CC=CC=C2C=C1)C(C)(C)C di-tert-butyl-9,10-di(2-naphthyl)anthracene (S)-tert-Butyl-1-(3-chloro-5-fluoro-2-((4-methoxyphenoxy)methyl)phenyl)ethyl(2-hydroxy-ethyl)carbamate